6-bromo-6,7-dihydro-2H,5H-indeno[5,6-d][1,3]dioxol-5-one BrC1C(C2=CC3=C(OCO3)C=C2C1)=O